2',3',5'-tri-O-(t-butyldimethylsilyl)-4'-fluoro-uridine [Si](C)(C)(C(C)(C)C)O[C@H]1[C@@H](O[C@@]([C@H]1O[Si](C)(C)C(C)(C)C)(CO[Si](C)(C)C(C)(C)C)F)N1C(=O)NC(=O)C=C1